5-bromo-1-(2-chloropyrimidin-4-yl)-3-methyl-1H-benzo[d]imidazol-2(3H)-one BrC1=CC2=C(N(C(N2C)=O)C2=NC(=NC=C2)Cl)C=C1